cyanoethoxypentane C(#N)CCOCCCCC